hydroxyanthraquinone compound with maleic anhydride C1(\C=C/C(=O)O1)=O.OC1=CC=CC=2C(C3=CC=CC=C3C(C12)=O)=O